C(C)(=O)C1=CC(=C2CN(C(C2=C1)=O)C1=CC(=CC=C1)C1(COC1)CC1=NN=CN1C)C(F)(F)F 6-acetyl-2-(3-(3-((4-methyl-4H-1,2,4-triazol-3-yl)methyl)oxetan-3-yl)phenyl)-4-(trifluoro-methyl)isoindolin-1-one